N[C@@H]1C2=CC=CC=C2CC12CCN(CC2)C=2C(=NC(=CN2)C#CCNC2=CC(=C(C=C2)OC)OC)CO (S)-(3-(1-Amino-1,3-dihydrospiro[indene-2,4'-piperidin]-1'-yl)-6-(3-((3,4-dimethyl-oxyphenyl)amino)prop-1-yn-1-yl)pyrazin-2-yl)methanol